C(C(O)C)(=O)[O-].[Mn+2].C(C(O)C)(=O)[O-] manganous lactate